CC1=C(C=C(C=C1)NC(=O)N1C[C@@H](CC1)CC(F)(F)F)C1=CC(=NC(=C1)N1CCOCC1)NC (S)-N-(4-methyl-3-(2-(methylamino)-6-morpholinopyridin-4-yl)phenyl)-3-(2,2,2-trifluoroethyl)pyrrolidine-1-carboxamide